N1=C(C=CC=C1)C1(CCN(CC1)CC1=CC=C(C=C1)NC(C)=O)CCC1=CSC=C1 N-(4-((4-(pyridin-2-yl)-4-(2-(thiophen-3-yl)ethyl)piperidin-1-yl)methyl)phenyl)acetamide